CN1CCN(CC1)C1=CC=C(C=C1)NC=1N=CC2=C(N1)N(C(C=C2C#C[Si](C(C)C)(C(C)C)C(C)C)=O)C2CCC(CC2)NC(C)=O N-[(1r,4r)-4-(2-{[4-(4-Methylpiperazin-1-yl)phenyl]amino}-7-oxo-5-[2-(triisopropylsilyl)ethynyl]pyrido[2,3-d]pyrimidin-8-yl)cyclohexyl]acetamide